(S)-quinuclidin-3-yl (5-(3-(2-methoxyethoxy)phenyl)-2,2-dimethyl-2,3-dihydro-1H-inden-1-yl)carbamat COCCOC=1C=C(C=CC1)C=1C=C2CC(C(C2=CC1)NC(O[C@@H]1CN2CCC1CC2)=O)(C)C